tert-butyl (3-(benzylthio)phenyl)(methyl)carbamate C(C1=CC=CC=C1)SC=1C=C(C=CC1)N(C(OC(C)(C)C)=O)C